FC1=C(C=CC=C1)[B-](C1=C(C=CC=C1)F)(C1=C(C=CC=C1)F)C1=C(C=CC=C1)F.[C@H]12CCC[C@H](CC1)N2C tropane tetrakis(o-fluorophenyl)borate